(triisopropylsiloxy)-(1,1'-binaphthyl) C(C)(C)[Si](OC1=C(C2=CC=CC=C2C=C1)C1=CC=CC2=CC=CC=C12)(C(C)C)C(C)C